ClC1=NC(=C(C(=N1)[2H])OC(F)F)[2H] 2-Chloro-5-(difluoromethoxy)pyrimidine-4,6-d2